1-((1-acryloylazetidin-3-yl)methyl)-7-chloro-3-(2-(dimethylamino)ethoxy)-6-(3-hydroxynaphthalen-1-yl)quinoxalin-2(1H)-one C(C=C)(=O)N1CC(C1)CN1C(C(=NC2=CC(=C(C=C12)Cl)C1=CC(=CC2=CC=CC=C12)O)OCCN(C)C)=O